NC1=C2N(C(C=3N(C2=CC=C1)C(N(N3)C)=O)C)C 6-amino-2,4,5-trimethyl-4,5-dihydro-[1,2,4]triazolo[4,3-a]quinoxalin-1(2H)-one